[Si](C)(C)(C(C)(C)C)O[C@@H](CN(C(OC(C)(C)C)=O)CC1CCNCC1)C1=C2C=CC(NC2=C(C=C1)O)=O (R)-tert-butyl (2-((tert-butyldimethylsilyl)oxy)-2-(8-hydroxy-2-oxo-1,2-dihydroquinolin-5-yl)ethyl)(piperidin-4-ylmethyl)carbamate